2-chloro-4-(5-chloro-3,4-dihydro-2H-1,6-naphthyridin-1-yl)-5-fluoro-quinazoline ClC1=NC2=CC=CC(=C2C(=N1)N1CCCC2=C(N=CC=C12)Cl)F